(4-{6-amino-5-[1-(2-chloro-3,6-difluoro-phenyl)-ethoxy]-pyridin-3-yl}-phenyl)-((3r,5s)-3,5-dimethyl-piperazin-1-yl)-methanone NC1=C(C=C(C=N1)C1=CC=C(C=C1)C(=O)N1C[C@H](N[C@H](C1)C)C)OC(C)C1=C(C(=CC=C1F)F)Cl